(S)-1-(azetidin-3-ylmethyl)-7-fluoro-6-(3-hydroxynaphthalen-1-yl)-4-((1-methylpyrrolidin-2-yl)methyl)quinoxaline-2,3(1H,4H)-dione N1CC(C1)CN1C(C(N(C2=CC(=C(C=C12)F)C1=CC(=CC2=CC=CC=C12)O)C[C@H]1N(CCC1)C)=O)=O